C(C)(C)OC1=NC=CC=C1C1=NC=C2NC(N(C2=N1)CC1=CC=C(C=C1)C=1N(C=C(N1)C(F)(F)F)C)=O 2-(2-isopropoxypyridin-3-yl)-9-(4-(1-methyl-4-(trifluoromethyl)-1H-imidazol-2-yl)benzyl)-7,9-dihydro-8H-purin-8-one